[N+](=O)([O-])C1=C2C(C(C(C2=CC=C1)=O)C(=O)OCC)=O Ethyl 4-nitro-1,3-dioxo-2,3-dihydro-1H-indene-2-carboxylate